C(C)(C)(C)OC(=O)N1CC(CCC1)C(NCC1NC=C(C=C1)C)=O.C(CCCCCCCCCCCCCCC)[N+](CCO)(CCO)C cetyl-methyl-bis(hydroxyethyl)ammonium tert-butyl-3-(((5-methyl-1,2-dihydropyridin-2-yl)methyl)carbamoyl)piperidine-1-carboxylate